(2S)-tetrahydro-2H-pyran-2-ylmethanol O1[C@@H](CCCC1)CO